CC1=CC=C(C=C1)S(=O)(=O)OCC23CC4CC(C2)CC(C4)(C3)COS(=O)(=O)C5=CC=C(C=C5)C 1,3-adamantanedimethanol di-p-tosylate